3-((S)-5-(3,5-difluorophenyl)-3-oxo-6,7-dihydro-3H-pyrrolo[2,1-c][1,2,4]triazol-2(5H)-yl)butanenitrile FC=1C=C(C=C(C1)F)[C@@H]1CCC2=NN(C(N21)=O)C(CC#N)C